methyl (2S)-2-[[6-[3-(azetidin-3-yloxy)phenoxy]pyridine-3-carbonyl]amino]-5,5-dimethyl-hexanoate N1CC(C1)OC=1C=C(OC2=CC=C(C=N2)C(=O)N[C@H](C(=O)OC)CCC(C)(C)C)C=CC1